2-[(4-methoxyphenyl)methyl]-6-(pyrazin-2-yl)-2H-pyrazolo[3,4-d]pyrimidin-4-amine COC1=CC=C(C=C1)CN1N=C2N=C(N=C(C2=C1)N)C1=NC=CN=C1